FC(OC1=C(C=C(C=C1)C1=NOC(=C1)CC(CN1CCOCC1)O)OCC1=CC=C(C=C1)OC)F 1-{3-[4-(difluoromethoxy)-3-[(4-methoxyphenyl)methoxy]phenyl]-1,2-oxazol-5-yl}-3-(morpholin-4-yl)propan-2-ol